FC(COC1=NC=CN=C1)(F)F (2,2,2-trifluoroethoxy)pyrazin